α-maleimido-acetoxysuccinimide C1(C=CC(N1C1(C(=O)NC(C1)=O)OC(C)=O)=O)=O